C1OC=2C=C(C=CC2O1)CC(C)=O (3,4-methylenedioxyphenyl)-2-propanone